(R)-4-(1-(1H-pyrazol-3-yl)-4,5-dihydro-3H-2,2a,5,8-tetraazaacenaphthene-7-yl)-3-methylmorpholine N1N=C(C=C1)C1NN2CCNC3=CC(=NC1=C23)N2[C@@H](COCC2)C